O.C[C@H]1C[C@@H](N(CC1)C([C@@H](NS(=O)(=O)C=1C=CC=C2C[C@H](CNC12)C)CCCNC(N)=N)=O)C(=O)O (2R,4R)-4-methyl-1-[N2-((R,S)-3-methyl-1,2,3,4-tetrahydro-8-quinolinesulfonyl)-L-arginyl]2-piperidinecarboxylic acid monohydrate